[Cl-].COC(=O)OC1=C2C(=CNC2=CC=C1)CC[NH+](C(C)C)C(C)C (2-{4-[(methoxycarbonyl)oxy]-1H-indol-3-yl}ethyl)bis(propan-2-yl)azanium chloride